2-(2-((1R*,2R*)-2-(3-Carboxypiperidine-1-carbonyl)cyclopropyl)-1-(4-phenyl-1H-pyrazol-1-yl)ethyl)-5-(3-chloro-2-fluoro-6-(1H-tetrazol-1-yl)phenyl)pyridine 1-oxide C(=O)(O)C1CN(CCC1)C(=O)[C@H]1[C@H](C1)CC(N1N=CC(=C1)C1=CC=CC=C1)C1=[N+](C=C(C=C1)C1=C(C(=CC=C1N1N=NN=C1)Cl)F)[O-] |o1:11,12|